BrC=1C(=NC(=NC1)SC)C#N 5-bromo-2-(methylthio)pyrimidine-4-carbonitrile